Cl.C1=CC=CC=2C3=CC=CC=C3C(C12)COC(=O)N[C@H](C(=O)O)CCN(C)C1=CC=C(C=C1)F (S)-2-((((9H-fluoren-9-yl)methoxy)carbonyl)amino)-4-((4-fluorophenyl)(methyl)amino)butanoic acid hydrochloride